6,7-dimethoxy-2-methyl-N-[1-(3-phenoxyphenyl)ethyl]quinazolin-4-amine COC=1C=C2C(=NC(=NC2=CC1OC)C)NC(C)C1=CC(=CC=C1)OC1=CC=CC=C1